BrC[C@@H]1C[C@@H]2CC([C@@H]2C1)=O |r| (±)-(1R,3R,5R)-3-(bromomethyl)bicyclo[3.2.0]heptan-6-one